3-p-chlorophenyl-1-(tert-butyldimethylsilyl)-2-propyn-1-one ClC1=CC=C(C=C1)C#CC(=O)[Si](C)(C)C(C)(C)C